ethyl 3-[4-[2-[5-[(6,7-difluoro-4-methylsulfanyl-1H-indol-5-yl)oxy]-2-fluoro-phenyl]-1H-imidazol-4-yl]-4-methyl-chroman-8-yl]propanoate FC1=C(C(=C2C=CNC2=C1F)SC)OC=1C=CC(=C(C1)C=1NC=C(N1)C1(CCOC2=C(C=CC=C12)CCC(=O)OCC)C)F